(4,7,10-tri{2-[(2-methylprop-2-yl)oxy]-2-oxoethyl}-1,4,7,10-tetraazacyclododec-1-yl)acetic acid CC(C)(C)OC(CN1CCN(CCN(CCN(CC1)CC(OC(C)(C)C)=O)CC(OC(C)(C)C)=O)CC(=O)O)=O